2-cyclopropyl-6-((tetrahydro-2H-pyran-4-yl)methoxy)isonicotinic acid methyl ester COC(C1=CC(=NC(=C1)OCC1CCOCC1)C1CC1)=O